NC=1C(=CC2=C(N(C(=N2)C)C)C1)C#N 6-amino-1,2-dimethyl-1H-benzo[d]imidazole-5-carbonitrile